O1C(COCC1)CN1N=CC(=C1)C#C 1-(1,4-dioxane-2-ylmethyl)-4-ethynyl-pyrazole